FC1=C2C=C(NC2=C(C=C1)F)C(=O)N1[C@H]2CC([C@@H]([C@@H]1C(=O)N[C@H](C[C@@H]1C(NCC1)=O)\C=C(\S(=O)(=O)C)/F)CC2)(F)F (1R,3R,4R)-2-(4,7-difluoro-1H-indole-2-carbonyl)-5,5-difluoro-N-((R,E)-4-fluoro-4-(methylsulfonyl)-1-((R)-2-oxopyrrolidin-3-yl)but-3-en-2-yl)-2-azabicyclo[2.2.2]octane-3-carboxamide